COC1=CC=C(CN2C3=C(C=C(CC2=O)C=2OC(=CN2)C)C=CC(=C3)C=3C=NNC3)C=C1 1-(4-Methoxybenzyl)-4-(5-methyloxazol-2-yl)-8-(1H-pyrazol-4-yl)-1,3-dihydro-2H-benzo[b]azepin-2-one